C(#C)C=1C2=C(N=C(N1)N1[C@H](CC1)C)C(CC2)(F)F 4-ethynyl-7,7-difluoro-2-[(2S)-2-methylazetidin-1-yl]-5,6-dihydrocyclopenta[d]pyrimidine